O1C(OCC1)CCC(CC(=O)NC1=CC=CC=C1)C 5-(1,3-Dioxolan-2-yl)-3-methyl-N-phenylpentanamide